ClC=1N=CC2=C(N1)NC=C2C=2SC=CN2 2-(2-Chloro-7H-pyrrolo[2,3-d]pyrimidin-5-yl)thiazole